ClC1(C=CC=2C=CC=NC2C1=O)Cl 7,7-dichloroquinolin-8(7H)-one